COC(=O)C=1C=CC2=C(N(C(=N2)CN2N=CN(CC2)C2=NC(=CC=C2)OCC2=C(C=C(C=C2)Cl)F)C[C@H]2OCC2)C1 (S)-2-((4-(6-((4-chloro-2-fluorobenzyl)oxy)pyridin-2-yl)-5,6-Dihydro-1,2,4-triazine-1(4H)-yl)methyl)-1-(oxetan-2-ylmethyl)-1H-benzo[d]imidazole-6-Carboxylic acid methyl ester